3-[3-methyl-2-oxo-5-(piperazin-1-ylmethyl)-1,3-benzodiazol-1-yl]piperidine-2,6-dione CN1C(N(C2=C1C=C(C=C2)CN2CCNCC2)C2C(NC(CC2)=O)=O)=O